C(C1=CC=CC=C1)N[C@@H]1[C@@H]([C@H]2CC[C@@H](C1)N2C(=O)OC(C)(C)C)F tert-butyl (1R,2S,3S,5S)-3-(benzylamino)-2-fluoro-8-azabicyclo[3.2.1]octane-8-carboxylate